CC1=NC2=C3C(=C(C=C2C(=N1)N)N1CCOCC1)CCC3 2-methyl-6-morpholino-8,9-dihydro-7H-cyclopenta[h]quinazolin-4-amine